C(C(C)C)(=O)NNC(\C=C/N1N=C(N=C1)C1=CC(=CC(=C1)C(F)(F)F)S(F)(F)(F)(F)F)=O (Z)-N'-isobutyryl-3-(3-(3-(pentafluoro-sulfaneyl)-5-(trifluoromethyl)phenyl)-1H-1,2,4-triazol-1-yl)acrylohydrazide